1,1,5,5-tetraethoxy-3,3-diphenyltrisiloxane C(C)O[SiH](O[Si](O[SiH](OCC)OCC)(C1=CC=CC=C1)C1=CC=CC=C1)OCC